[Si](C)(C)(C(C)(C)C)O[C@@H](CC)C1=NC=C(C(=C1)C)B1OC(C(O1)(C)C)(C)C (S)-2-(1-((tert-butyldimethylsilyl)oxy)propyl)-4-methyl-5-(4,4,5,5-tetramethyl-1,3,2-dioxaborolan-2-yl)pyridine